2-(4-chloro-3-fluorophenoxy)-N-[(3S,6R)-6-[5-(4-chlorophenyl)-1,3,4-oxadiazol-2-yl]-2-oxopiperidin-3-yl]acetamide ClC1=C(C=C(OCC(=O)N[C@@H]2C(N[C@H](CC2)C=2OC(=NN2)C2=CC=C(C=C2)Cl)=O)C=C1)F